[(2R)-2-aminopropoxy]methyl-1-methyl-1,2,3-benzotriazol-4-amine N[C@@H](COCC1=C(C2=C(N(N=N2)C)C=C1)N)C